ClC=1C=C(C=CC1)C(C(OC(=O)N[C@H](C(=O)N[C@H](C(=O)OC)C[C@H]1C(NCC1)=O)CC1(CC1)C)C1=CC=CC=C1)(F)F methyl (2S)-2-((2S)-2-(((2-(3-chlorophenyl)-2,2-difluoro-1-phenylethoxy)carbonyl)amino)-3-(1-methylcyclopropyl)propanamido)-3-((S)-2-oxopyrrolidin-3-yl)propanoate